2-(6-fluoro-1,3-dihydroisobenzofuran-5-yl)-N-(3-(4-fluoropiperidin-1-yl)propyl)benzo[d]imidazo[2,1-b]thiazole-7-carboxamide FC1=C(C=C2COCC2=C1)C=1N=C2SC3=C(N2C1)C=CC(=C3)C(=O)NCCCN3CCC(CC3)F